C(C1=CC=CC=C1)SC=1C=C2C(=NC1)C=CN2 6-(benzylsulfanyl)-1H-pyrrolo[3,2-b]pyridine